NC1=NC=CC=C1C1=NC=2C(=NC(=CC2)N2N=CC=C2)N1C=1C=C2CC[C@@H](C2=CC1)NC(C1=C(C=C(C(=C1)C=O)O)C#C)=O N-[(1S)-5-[2-(2-aminopyridin-3-yl)-5-(pyrazol-1-yl)imidazo[4,5-b]pyridin-3-yl]-2,3-dihydro-1H-inden-1-yl]-2-ethynyl-5-formyl-4-hydroxybenzamide